copper-titanium-indium [In].[Ti].[Cu]